C(C)(=O)O[Rh]OC(C)=O diacetoxyrhodium